ClC1=C(N=C2C=C(C(=NC2=C1NC(C)C1=C(C(=C(C=C1)F)F)F)C=1C=CC(=NC1)P(C)(C)=O)F)C (5-(7-Chloro-3-fluoro-6-methyl-8-((1-(2,3,4-trifluorophenyl)ethyl)amino)-1,5-naphthyridin-2-yl)pyridin-2-yl)dimethylphosphine oxide